(R)-3-((5-(cyclobutylmethyl)-7-((2-(trimethylsilyl)ethoxy)methyl)-7H-pyrrolo[2,3-d]pyrimidin-4-yl)amino)piperidine-1-carboxylic acid tert-butyl ester C(C)(C)(C)OC(=O)N1C[C@@H](CCC1)NC=1C2=C(N=CN1)N(C=C2CC2CCC2)COCC[Si](C)(C)C